S(=O)(=O)(O)C1=C(O)C=CC=C1O sulforesorcinol